C(C=C)(=O)OC(COC1=C(C(=O)C2=CC=CC=C2)C=CC=C1)CCCC 2-Acryloxyhexoxybenzophenone